[K+].BrC1=NN2C(N=C(C=C2C2=NC=CC=C2)C(=O)[O-])=C1 2-bromo-7-(pyridin-2-yl)pyrazolo[1,5-a]Pyrimidine-5-carboxylic acid potassium salt